N[C@H](C(=O)O)CN(C)C1=CC=C(C=C1)Cl (S)-2-amino-3-((4-chlorophenyl)(methyl)amino)propanoic acid